β-(acetylamino)alanine C(C)(=O)NC[C@H](N)C(=O)O